FC1(CCC(CC1)C1=NC(=CN2C1=NC(=C(C2=O)C)C)[C@@H]2C[C@@H](OCC2)C2=CN(C(C=C2)=O)C)F |r| 9-(4,4-difluorocyclohexyl)-7-[rac-(2R,4S)-2-(6-keto-1-methyl-3-pyridyl)tetrahydropyran-4-yl]-2,3-dimethyl-pyrazino[1,2-a]pyrimidin-4-one